C(CCCCCCCCC)N1C(=NC=C1)C 1-decyl-2-methylimidazole